N-[(2-methylthiazol-4-yl)methyl]cyclohexylamine CC=1SC=C(N1)CNC1CCCCC1